3-methyl-2-ethyl-1-hexanol CC(C(CO)CC)CCC